ClC=1C=C(C=C(C1)NS(=O)(=O)C)NC(=O)C=1C=NN(C1)C1CC(N(CC1)C)=O N-(3-chloro-5-(methylsulfonylamino)phenyl)-1-(1-methyl-2-oxopiperidin-4-yl)-1H-pyrazole-4-carboxamide